C(CC)C1=C(N)C(=CC=C1)CCC 2,6-dipropylaniline